C(C1=CC=CC=C1)OC1=C(N=C(C2=C(C=CC=C12)OC1=CC=CC=C1)NC(=S)NC(=O)OCC)C(=O)OC methyl 4-(benzyloxy)-1-(3-(ethoxycarbonyl)thioureido)-8-phenoxyisoquinoline-3-carboxylate